S(=O)(=O)(OCCCCCCCCCCCCCCC=C)[O-].[Na+] sodium allyltridecyl sulfate